COC=1C=C2C(=CNC2=CC1)C[C@@H]1N(CCC1)C([2H])([2H])[2H] (R)-5-methoxy-3-((1-(methyl-d3)pyrrolidin-2-yl)methyl)-1H-indole